N-((1R,5S,8r)-3-(8-((3-methyl-4-((1-methyl-1H-benzo[d][1,2,3]triazol-5-yl)oxy)phenyl)amino)pyrimido[5,4-d]pyrimidin-2-yl)-3-azabicyclo[3.2.1]octan-8-yl)acrylamide CC=1C=C(C=CC1OC1=CC2=C(N(N=N2)C)C=C1)NC1=NC=NC2=C1N=C(N=C2)N2C[C@H]1CC[C@@H](C2)C1NC(C=C)=O